C(C)(C)(C)[S@@](=O)\N=C\C(=O)OCC ethyl (R,E)-2-((tert-butylsulfinyl) imino)acetate